FC=1C=2C(SC1C(=O)CC(CCCC)CC)=CSC2 3-fluoro-2-[(2-ethylhexyl)carbonyl]thieno[3,4-b]thiophene